tert-butyl 4-[3-[1-(2,6-dioxo-3-piperidyl)-3-methyl-2-oxo-benzimidazol-5-yl] propylsulfonylcarbamoyl]piperidine-1-carboxylate O=C1NC(CCC1N1C(N(C2=C1C=CC(=C2)CCCS(=O)(=O)NC(=O)C2CCN(CC2)C(=O)OC(C)(C)C)C)=O)=O